1,3-Dichloro-1,1,3,3-tetramethyldisiloxan Cl[Si](O[Si](C)(C)Cl)(C)C